Methyl (±)-glutamate N[C@@H](CCC(=O)[O-])C(=O)OC |r|